C(C)N1N=C(C=C1)N1CC2=CC=C(C=C2C1)C1=C(C#N)C=CC=C1 2-(2-(1-Ethyl-1H-pyrazol-3-yl)isoindolin-5-yl)benzonitrile